C(=O)(OC(C)(C)C)NCC N-BOC-ethyl-amine